4-((3,5-dimethyl-1H-pyrazol-4-yl)methyl)aniline CC1=NNC(=C1CC1=CC=C(N)C=C1)C